TMS-ketene [Si](C)(C)(C)C=C=O